9-isopropyl-N2-(4-(piperazin-1-yl)phenyl)-N8-(pyridin-3-yl)-9H-purine-2,8-diamine C(C)(C)N1C2=NC(=NC=C2N=C1NC=1C=NC=CC1)NC1=CC=C(C=C1)N1CCNCC1